4-((4,4-difluorocyclohexyl)amino)-2-(4-methylthiazol-2-yl)pyrimidin-5-ol FC1(CCC(CC1)NC1=NC(=NC=C1O)C=1SC=C(N1)C)F